(R)-N-methyl-2-amino-2-cyclopropylacetic acid CN[C@@H](C(=O)O)C1CC1